OC(=O)C(F)(F)F.NC([C@@H](CC1=CC=CC=C1)C(C(=O)N)(CCC(=O)N)NC([C@H](CCC=1N=C(NC1)N)NC(CCCCCCCCCCCCCCC)=O)=O)=O ((S)-1-amino-1-oxo-3-phenylpropan-2-yl)-2-((S)-4-(2-amino-1H-imidazol-4-yl)-2-palmitamidobutanamido)pentanediamide TFA salt